O(S(=O)(=O)C(F)(F)F)C1CN(CC1(F)F)CC (1-Ethyl-4,4-difluoro-pyrrolidin-3-yl) triflate